ClC1=CC=C(CN2C(=NC=3N(C(N(C(C23)=O)CCCO)=O)CC)OC2=CC=C(C=C2)C(C)C)C=C1 7-(4-chlorobenzyl)-3-ethyl-1-(3-hydroxypropyl)-8-(4-isopropylphenoxy)-1H-purine-2,6(3H,7H)-dione